C1(CCC1)C1=CC=C2C=C(C(NC2=C1C(F)(F)F)=O)C(=O)N[C@H]1CS(C=C1)(=O)=O 7-cyclobutyl-N-[(3R)-1,1-dioxo-2,3-dihydrothiophen-3-yl]-2-oxo-8-(trifluoromethyl)-1H-quinoline-3-carboxamide